N-(2-Fluoroethyl)-6-{4-[1-(propan-2-yl)piperidin-4-yl]-1,4-diazepan-1-yl}pyridine-2-carboxamide FCCNC(=O)C1=NC(=CC=C1)N1CCN(CCC1)C1CCN(CC1)C(C)C